C12(CC3CC(CC(C1)C3)C2)CCN2CC3CCC(C2)N3 3-(2-((3r,5r,7r)-adamantan-1-yl)ethyl)-3,8-diazabicyclo[3.2.1]octane